7-ethyl-3,3-dimethylnonane-4,6-dione C(C)C(C(CC(C(CC)(C)C)=O)=O)CC